CN(CC(=O)N(C)C1=CC=C(C=C1)N\C(=C\1/C(NC=2C1=NC=C(C2)C(=O)OC)=O)\C2=CC=CC=C2)C (Z)-methyl 3-(((4-(2-(dimethylamino)-N-methylacetamido)phenyl)amino)(phenyl)methylene)-2-oxo-2,3-dihydro-1H-pyrrolo[3,2-b]pyridine-6-carboxylate